BrC1=CC=C(C=C1)C1=CC=C(N=N1)CN1CC2(COC2)C1 6-[[6-(4-bromophenyl)pyridazin-3-yl]methyl]-2-oxa-6-azaspiro[3.3]heptane